3-cyano-N-(3,5-difluorobenzyl)benzenethioamide C(#N)C=1C=C(C=CC1)C(NCC1=CC(=CC(=C1)F)F)=S